(4-fluorophenyl)-2-(4-(9-hydroxy-2-methoxy-9-(trifluoromethyl)-9H-fluoren-4-yl)-1H-pyrazol-1-yl)propanehydrazide FC1=CC=C(C=C1)C(C(=O)NN)(C)N1N=CC(=C1)C1=CC(=CC=2C(C3=CC=CC=C3C12)(C(F)(F)F)O)OC